BrC=1C(=NC(=NC1)N(C(OC(C)(C)C)=O)C(=O)OC(C)(C)C)OC(C)C tert-butyl (5-bromo-4-isopropoxypyrimidin-2-yl)(tert-butoxycarbonyl)carbamate